CC1C(CCC(C1)CO)CO (2-methylcyclohexane-1,4-diyl)dimethanol